CN1C2=C(C3=C(C1=O)NC(O3)=O)CCC2 5-methyl-5,6,7,8-tetrahydro-2H-cyclopenta[b]oxazolo[5,4-d]pyridine-2,4(3H)-dione